6'-(((1S,3S)-3-((6-Cyclopropyl-1,2,4-triazin-3-yl)amino)cyclopentyl)amino)-5-(1H-tetrazol-5-yl)-2H-[1,3'-bipyridin]-2-one C1(CC1)C1=CN=C(N=N1)N[C@@H]1C[C@H](CC1)NC1=CC=C(C=N1)N1C(C=CC(=C1)C1=NN=NN1)=O